C1(=CC=CC=C1)C=1C=C(N=C2C3CCN(C12)CC3)N3N=C(N=C3N)NC3=CC(=C(C=C3)N3CCC(CC3)N3CCCC3)F (1,4-ethano-8-phenyl-1,2,3,4-tetrahydro-1,5-naphthyridin-6-yl)-N3-(3-fluoro-4-(4-(pyrrolidin-1-yl)piperidin-1-yl)phenyl)-1H-1,2,4-triazole-3,5-diamine